OC(C1=CC(=C(C=C1)OC)C)C1=CC=NC2=CC(=CC=C12)OC 4-[hydroxy(7-methoxyquinolin-4-yl)methyl]-2-methylanisole